ClC1=C(CNS(=O)(=O)C2=CC=C(C=C2)NC(=O)C2C(C2)C2=CC=NC=C2)C=C(C=C1)Cl N-(4-(N-(2,5-dichlorobenzyl)sulfamoyl)phenyl)-2-(pyridin-4-yl)cyclopropane-1-carboxamide